N-(5-nitropyridin-2-yl)thiazole-4-carboxamide [N+](=O)([O-])C=1C=CC(=NC1)NC(=O)C=1N=CSC1